CC=1SC(=CC1C(=O)NC1=NC(=NS1)CN1CCOCC1)C1=CC(=CC=C1)C(F)(F)F 2-Methyl-N-(3-(morpholinomethyl)-1,2,4-thiadiazol-5-yl)-5-(3-(trifluoromethyl)phenyl)thiophene-3-carboxamide